N-(4-((4-([1,2,4]triazolo[1,5-a]pyridin-7-yloxy)-2-methoxy-5-methylphenyl)amino)-7-(4-morpholinopiperidin-1-yl)quinazolin-6-yl)acrylamide N=1C=NN2C1C=C(C=C2)OC2=CC(=C(C=C2C)NC2=NC=NC1=CC(=C(C=C21)NC(C=C)=O)N2CCC(CC2)N2CCOCC2)OC